FC1=CC=C(C=C1)S(=O)(=O)NC=1C=C(C=CC1O)NC(=O)C1=CC(=C(C=C1)C1=CC=CC=C1)[N+](=O)[O-] N-(3-((4-fluorophenyl)sulfonylamino)-4-hydroxyphenyl)-2-nitro-[1,1'-biphenyl]-4-carboxamide